ClC=1C=C(C=CC1)/C=C/C(=O)C=1C=CC2=C(C=CC(O2)(C)C)C1O (E)-3-(3-chlorophenyl)-1-(5-hydroxy-2,2-dimethyl-2H-benzopyran-6-yl)prop-2-en-1-one